BrC1=C(C=CC=C1)[Se]C=1C(=CC2=CC=CC=C2C1)C1=C(C=CC=C1)NC(C1=NC=CC=C1)=O N-(2-(3-((2-bromophenyl)selanyl)naphthalen-2-yl)phenyl)picolinamide